C1CNCCNCCN(CCC2=CC=CC1=N2)C3=CC=C(C=C3)CNCC4=CC=CC=N4 N-[4-[4,7,10,17-tetraazabicyclo[13.3.1]heptadeca-1(17),13,15-trienyl]-1,4-phenylenebis(methylene)]-2-(aminomethyl)pyridine